(S)-6-benzyl-N-((2R,3R)-3-(cyclohexylmethoxy)-1-oxo-1-(piperidin-1-yl)butan-2-yl)-2-((S)-2,2-dimethylcyclopropane-1-carbonyl)-2,6-diazaspiro[3.4]octane-8-carboxamide C(C1=CC=CC=C1)N1CC2(CN(C2)C(=O)[C@@H]2C(C2)(C)C)[C@@H](C1)C(=O)N[C@@H](C(N1CCCCC1)=O)[C@@H](C)OCC1CCCCC1